[N+](=O)([O-])C1=CC=CC=C1 2-nitrobenzene